(methylcyclopentyl-(5-phenyl-1,3,4-oxadiazol-2-yl)methyl)-4-methylaniline CC(C=1OC(=NN1)C1=CC=CC=C1)(C1CCCC1)NC1=CC=C(C=C1)C